ethyl 2-(4-chloro-3-nitropyridin-2-yl)-3-oxo-3-phenylpropanoate ClC1=C(C(=NC=C1)C(C(=O)OCC)C(C1=CC=CC=C1)=O)[N+](=O)[O-]